CC1=NNC(=C1B1OC(C)(C)C(C)(C)O1)C 3,5-dimethyl-1H-pyrazole-4-boronic acid pinacol ester